C(C)N(C=1N2C=C(C=C2C=C(C1C)C#N)C=1SC=CN1)C1CCOCC1 5-(ethyl-(tetrahydro-2H-pyran-4-yl)amino)-6-methyl-2-(thiazol-2-yl)indolizine-7-carbonitrile